SCC1(CCCCC1)CS 1,1-Bis(mercaptomethyl)cyclohexan